COC(C(C)(C)C1=CC(=NC=C1)N)=O 2-(2-Aminopyridin-4-Yl)-2-methylpropanoic acid methyl ester